C1(CC1)CC(C(SC(C)C)=O)NC(C[C@H]1N(C(CC1)=O)CC1=C(C(=CC=C1)F)F)=O S-Isopropyl 3-cyclopropyl-2-(2-((S)-1-(2,3-difluorobenzyl)-5-oxopyrrolidin-2-yl)acetamido)propanethioate